C(CC)C1=CC=C(C=C1)C(C)=O 1-(4-propylphenyl)ethane-1-one